6-chloro-N-(4-chloro-2,5-difluorophenyl)-1H-indole-3-sulfonamide ClC1=CC=C2C(=CNC2=C1)S(=O)(=O)NC1=C(C=C(C(=C1)F)Cl)F